C(CCCCCC(C)C)OC(=O)C1CCC(CC1)C(=O)OCCCCCCC(C)C di(isononyl)cyclohexane-1,4-dicarboxylate